4-(6-Bromobenzo[d]oxazol-2-yl)picolinic acid ethyl ester C(C)OC(C1=NC=CC(=C1)C=1OC2=C(N1)C=CC(=C2)Br)=O